C(=O)(OCC1C2=CC=CC=C2C2=CC=CC=C12)N[C@@H](CSC(C1=CC=CC=C1)(C1=CC=CC=C1)C1=CC=CC=C1)C(=O)O fmoc-(S-trityl)-cysteine